The molecule is a hydroxy saturated fatty acid anion that is the conjugate base of 12-hydroxyoctadecanoic acid, obtained by deprotonation of the carboxy group; major species at pH 7.3. It is a long-chain fatty acid anion and a hydroxy saturated fatty acid anion. It is a conjugate base of a 12-hydroxyoctadecanoic acid. CCCCCCC(CCCCCCCCCCC(=O)[O-])O